ClC1=C(C(=O)N2COC3=C(C2)C=CC=C3C3=CC(=C(C(=O)O)C=C3F)N3C2COCC3CC2)C(=CC(=C1)N1CC(C1)N1CC(C1)F)Cl 4-[3-[2,6-Dichloro-4-[3-(3-fluoroazetidin-1-yl)azetidin-1-yl]benzoyl]-2,4-dihydro-1,3-benzoxazin-8-yl]-5-fluoro-2-(3-oxa-8-azabicyclo[3.2.1]octan-8-yl)benzoic acid